O=C1N(CCC(N1)=O)C1=CC=C(C=C1)N1CCC(CC1)C(=O)N1C[C@@H](CC1)C(=O)O (R)-1-(1-(4-(2,4-DIOXOTETRAHYDROPYRIMIDIN-1(2H)-YL)PHENYL)PIPERIDINE-4-CARBONYL)PYRROLIDINE-3-CARBOXYLIC ACID